(6S)-6-[2-Chloro-3-(3-{[(dimethyl)-(oxo)-λ6-sulfanylidene]amino}-phenyl)phenyl]-3-[(1S,3S)-4,4-difluoro-3-methylcyclohexyl]-2-imino-6-methylhexahydro-pyrimidin-4-one hydrochloride Cl.ClC1=C(C=CC=C1C1=CC(=CC=C1)N=S(=O)(C)C)[C@@]1(CC(N(C(N1)=N)[C@@H]1C[C@@H](C(CC1)(F)F)C)=O)C